2,3-dihydro-1H-pyrrolo[2,3-b]pyridine-2-carboxamide N1C(CC=2C1=NC=CC2)C(=O)N